ClC1=C(C=CC=C1)CC(=O)NC1=CC(=C(C=C1)C=1C=NN(C1)CC1C(C1)(Cl)Cl)S(N)(=O)=O 2-(2-chlorophenyl)-N-(4-{1-[(2,2-dichlorocyclopropyl)methyl]-1H-pyrazol-4-yl}-3-sulfamoylphenyl)acetamide